BrC1=CN=CC2=CN=CC=C12 4-bromo-2,7-naphthyridine